C(C)(C)N1C=2C3=C(C(=NN3CCC1=O)C1=NNC=C1)N=C(C2)N2[C@@H](COCC2)C (R)-6-isopropyl-4-(3-methylmorpholinyl)-2-(1H-pyrazol-3-yl)-8,9-dihydro-1,3,6,9a-tetraazabenzo[cd]azulene-7(6H)-one